tert-Butyl (1-(4-(2-(2-aminopyridin-3-yl)-5-(3-chlorophenyl)-3H-imidazo[4,5-b]pyridin-3-yl)benzyl)piperidin-4-yl)carbamate NC1=NC=CC=C1C1=NC=2C(=NC(=CC2)C2=CC(=CC=C2)Cl)N1C1=CC=C(CN2CCC(CC2)NC(OC(C)(C)C)=O)C=C1